(7-(4-Fluoro-2-methylphenyl)-2-azaspiro[3.5]nonan-2-yl)((1s,3s)-3-hydroxy-3-methylcyclobutyl)methanone FC1=CC(=C(C=C1)C1CCC2(CN(C2)C(=O)C2CC(C2)(C)O)CC1)C